O=C1C2=C(N=C3N1CCCC3)SC(=N2)C=2C=C(C#N)C=CC2 3-(10-oxo-6,7,8,10-tetrahydro-5H-pyrido[1,2-a]thiazolo[5,4-d]pyrimidin-2-yl)benzonitrile